CC1C=C(CCN1C(=O)OC(C)(C)C)C=1C2=C(N=CN1)NC=C2C tert-Butyl 6-methyl-4-(5-methyl-7H-pyrrolo[2,3-d]pyrimidin-4-yl)-3,6-dihydropyridine-1(2H)-carboxylate